C(#N)C=1N=C(C2=CN=C(C(=C2C1C)F)C1=CC(=CC2=CC=C(C(=C12)C#C)F)OCOC)N1C[C@H]2C[C@H]([C@@H](C1)N2C(=O)OC(C)(C)C)O tert-butyl (1R,5R,6R)-3-[3-cyano-6-[8-ethynyl-7-fluoro-3-(methoxymethoxy)-1-naphthyl]-5-fluoro-4-methyl-2,7-naphthyridin-1-yl]-6-hydroxy-3,8-diazabicyclo[3.2.1]octane-8-carboxylate